2-bromo-5-(2-methoxy-2-oxoethoxy)pyridine 1-oxide BrC1=[N+](C=C(C=C1)OCC(=O)OC)[O-]